FC1=C2NC(C=3N(C2=C(C(=C1)C1=C2C=CNC2=CC(=C1)C(F)(F)F)OC)C(=NN3)C)(C)C 6-Fluoro-9-methoxy-1,4,4-trimethyl-8-[6-(trifluoromethyl)-1H-indol-4-yl]-5H-[1,2,4]triazolo[4,3-a]quinoxaline